NC=1C(C2=CC=CC=C2C(C1C(=O)O)=O)=O 2-amino-3-carboxyl-1,4-naphthoquinone